C(CCC)C1CCC(CC1)=O p-butyl-cyclohexanone